COC=1C(=NC=CC1)C(C(=O)O)C 2-(3-methoxypyridin-2-yl)propanoic acid